O(C1=CC=CC=C1)C(C)(O)OC1=CC=CC=C1 Bis-phenoxyethanol